(S)-4-((2-hydroxy-1-phenylethyl)amino)-2-((5-oxo-6,7-dihydro-5H-pyrrolo[3,4-b]pyridin-2-yl)amino)pyrimidine-5-carboxylic acid OC[C@H](C1=CC=CC=C1)NC1=NC(=NC=C1C(=O)O)NC1=CC=C2C(=N1)CNC2=O